Tert-butyl 5-(tributylstannyl)-7H-pyrrolo[2,3-d]pyrimidine-7-carboxylate C(CCC)[Sn](C1=CN(C=2N=CN=CC21)C(=O)OC(C)(C)C)(CCCC)CCCC